ClC=1C(=NC=C(C1)C)N1CCN(CC1)C 1-(3-chloro-5-methyl-2-pyridyl)-4-methyl-piperazine